3-(3-methylphenyl)benzene CC=1C=C(C=CC1)C=1C=CC=CC1